C(CCCCCCCCCCCC)NCCCCCCCCCCCCC Di-(n-tridecyl)amine